C1(CC1)CN1C=CC2=NN(C(C(=C21)C=2C=NC(=CC2)C)=O)C=2C=CC1=C(N(C(=N1)C)C)C2 5-(cyclopropylmethyl)-2-(1,2-dimethyl-1H-benzo[d]imidazol-6-yl)-4-(6-methylpyridin-3-yl)-2,5-dihydro-3H-pyrrolo[3,2-c]pyridazin-3-one